4'-azidobiphenyl N(=[N+]=[N-])C1=CC=C(C=C1)C1=CC=CC=C1